C(C)OC(=O)C=1N=C2N(C=CN=C2)C1 imidazo[1,2-a]pyrazine-2-carboxylic acid ethyl ester